C(C)(C)C1=NC(=NC(=C1)N1CCNCC1)N 4-isopropyl-6-piperazin-1-yl-pyrimidin-2-ylamine